[Si](C)(C)(C(C)(C)C)OCCN1CC(CCCC1)(C)NC(C)=O N-(1-(2-((tert-butyldimethylsilyl)oxy)ethyl)-3-methylazepan-3-yl)acetamide